(3-carbazol-9-yl)biphenyl-3,5-dinitrile C1=CC=CC=2C3=CC=CC=C3N(C12)C1(CC(=CC(=C1)C#N)C1=CC=CC=C1)C#N